(Z)-hexadec-13-en-11-en-1-yl acetate C(C)(=O)OCCCCCCCCCC\C=C/C=CCC